(1s,2s)-N-[2-(5-amino-2-methoxypyridin-3-yl)-1-methylpyrrolo[2,3-c]pyridin-5-yl]-2-fluorocyclopropane-1-carboxamide NC=1C=C(C(=NC1)OC)C1=CC=2C(=CN=C(C2)NC(=O)[C@H]2[C@H](C2)F)N1C